N-(5-(2-chloro-4-nitro-phenyl)-1,3,4-thiadiazol-2-yl)-1-ethyl-4-hydroxy-2-quinolone-3-carboxamide ClC1=C(C=CC(=C1)[N+](=O)[O-])C1=NN=C(S1)NC(=O)C=1C(N(C2=CC=CC=C2C1O)CC)=O